9-(2,2,2-trifluoroethyl)-3,9-diazaspiro[5.5]undecan FC(CN1CCC2(CCNCC2)CC1)(F)F